C1(CCCC1)C=1C=C(OC2=C(N=NN2)C(=O)O)C=CC1 5-(3-cyclopentylphenoxy)-1H-1,2,3-triazole-4-carboxylic acid